ClC1=NC(=CC(=N1)C(=O)OC)N1[C@H](COCC1)CC Methyl (S)-2-chloro-6-(3-ethylmorpholino)pyrimidine-4-carboxylate